4,4-bis(hept-3-yn-1-yloxy)butyronitrile C(CC#CCCC)OC(CCC#N)OCCC#CCCC